C(C=C)(=O)N1CCN(CC1)C1=NC(N2C3=C(C(=C(C=C13)C(F)(F)F)C1=C(C=C(C=C1)F)F)SCC(C2)OC)=O 8-(4-acryloylpiperazin-1-yl)-11-(2,4-difluorophenyl)-3-methoxy-10-(trifluoromethyl)-3,4-dihydro-2H,6H-[1,4]thiazepino[2,3,4-ij]quinazolin-6-one